C(C1=CC=CC=C1)[C@@]1(N(CC(C1)=C)C(=O)O)C(=O)O.FC1=C(C(=O)NC2=CC(=C(C=C2)F)C(NO)=O)C(=CC=C1C(F)(F)F)OC1=C(C=C(C=C1)OC(F)(F)F)OC 2-fluoro-N-(4-fluoro-3-(N-hydroxycarbamoyl)phenyl)-6-(2-methoxy-4-(trifluoromethoxy)phenoxy)-3-(trifluoromethyl)benzamide 2-benzyl-(S)-4-methylenepyrrolidine-1,2-dicarboxylate